Cl.N[C@H](C(=O)OC)C (S)-methyl 2-aminopropanoate, hydrochloride